C[C@@H]1OS(O[C@H]1C)(=O)=O (4S,5S)-4,5-dimethyl-1,3,2-dioxathiolane 2,2-dioxide